N2-(3-fluoro-4-morpholinylphenyl)-N4-(8-methylcinnolin-4-yl)-pyrimidine-2,4-diamine FC=1C=C(C=CC1N1CCOCC1)NC1=NC=CC(=N1)NC1=CN=NC2=C(C=CC=C12)C